FC(C)(F)C=1C=C(C=CC1)[C@@H](C)NC1=NC(=NC2=CC=C(C=C12)N(C=1C=CC(=C(C1)CC(=O)N(C)C)O)C)C (R)-2-(5-((4-((1-(3-(1,1-difluoroethyl)phenyl)ethyl)amino)-2-methylquinazolin-6-yl)(methyl)amino)-2-hydroxyphenyl)-N,N-dimethylacetamide